(E)-5-(2-(1-trityl-1H-imidazol-4-yl)benzylidene)-6,7-dihydrobenzo[d]thiazol-4(5H)-one C(C1=CC=CC=C1)(C1=CC=CC=C1)(C1=CC=CC=C1)N1C=NC(=C1)C1=C(\C=C\2/CCC3=C(N=CS3)C2=O)C=CC=C1